ClC1=CC(=C(C(=C1)C(C)C)NC(=O)NS(=O)(=O)C1=CC=C2C=CNC2=C1)C(C)C 1-(4-chloro-2,6-diisopropyl-phenyl)-3-(1H-indole-6-sulfonyl)-urea